CC1=C(C=CC(=C1)N=NC1=C(C=CC=C1)C)N=NC1=C(C=CC2=CC=CC=C12)O (2-methyl-4-(2-methylphenylazo)phenylazo)-2-naphthol